1-(tert-butyl)-3-(3,5-diethylphenyl)-5-methyl-pyrazole-4-ol C(C)(C)(C)N1N=C(C(=C1C)O)C1=CC(=CC(=C1)CC)CC